(4Z,5R)-4-(Aminomethylene)-1-[(R)-tert-butylsulfinyl]-5-(3-methoxy-2-methyl-phenyl)pyrrolidin-3-one N\C=C\1/C(CN([C@@H]1C1=C(C(=CC=C1)OC)C)[S@](=O)C(C)(C)C)=O